citric acid-lysine salt N[C@@H](CCCCN)C(=O)O.C(CC(O)(C(=O)O)CC(=O)O)(=O)O